C(=C=C)C(=O)C=C=C allenyl ketone